ClC=1C=C2C(=NC=NC2=CC1C1=C2C=NNC2=CC(=C1)Cl)N1CCN(CC1)C(C=C)=O 1-(4-(6-chloro-7-(6-chloro-1H-indazol-4-yl)quinazolin-4-yl)piperazin-1-yl)prop-2-en-1-one